2-amino-3-bromo-N-((5-cyano-2-pyridinyl)methyl)-N-((1R)-1-(2-pyrimidinyl)propyl)-6-quinolinecarboxamide NC1=NC2=CC=C(C=C2C=C1Br)C(=O)N([C@H](CC)C1=NC=CC=N1)CC1=NC=C(C=C1)C#N